C(C)(C)(C)OC(=O)N1C(CNCC1)C1=C(C=C(C=C1)C1=NC(=NO1)C1=NC=CC=C1)[N+](=O)[O-] (2-nitro-4-(3-(pyridin-2-yl)-1,2,4-oxadiazol-5-yl)phenyl)piperazine-1-carboxylic acid tert-butyl ester